4-Chloro-7-(4-{6-[4-({4-[2-(2,6-dioxopiperidin-3-yl)-1-oxo-2,3-dihydro-1H-isoindol-5-yl]piperazin-1-yl}methyl)piperidin-1-yl]pyridazin-3-yl}piperidin-1-yl)-1H-indole-3-carbonitrile ClC1=C2C(=CNC2=C(C=C1)N1CCC(CC1)C=1N=NC(=CC1)N1CCC(CC1)CN1CCN(CC1)C=1C=C2CN(C(C2=CC1)=O)C1C(NC(CC1)=O)=O)C#N